C[S+]1C=2C=CC=CC2S(C2=CC=CC=C12)(=O)=O 5-Methyl-10,10-dioxothianthrenium